(3-((Benzyloxy)methyl)-4-ethyl-5-oxo-4,5-dihydro-1H-1,2,4-triazol-1-yl)-2-(2-chloro-6-fluoro-4-nitrophenyl)-4-cyclopropylisoquinolin-1(2H)-one C(C1=CC=CC=C1)OCC1=NN(C(N1CC)=O)C=1N(C(C2=CC=CC=C2C1C1CC1)=O)C1=C(C=C(C=C1F)[N+](=O)[O-])Cl